C1CCC2=C(C=3CCCC3C=C12)NC(=O)O[C@@H](C(=O)O)CC1=NC=CN=C1 (2R)-2-{[(1,2,3,5,6,7-hexahydro-s-indacen-4-yl)-carbamoyl]oxy}-3-(pyrazin-2-yl)propanoic acid